NCC#CC1=CC=C(C=C1)C1=CC=C(O1)C(=O)N1CCCCC1 1-(5-(4-(3-aminoprop-1-yn-1-yl)phenyl)furan-2-carbonyl)piperidin